CC1=CC=C(C=N1)C1=NC=C(C=C1)S(=O)(=O)NC=1C=CC=C2C=NN(C12)C 6'-METHYL-N-(1-METHYL-1H-INDAZOL-7-YL)-[2,3'-BIPYRIDINE]-5-SULFONAMIDE